2-(6-bromo-1H-pyrazolo[3,4-b]pyridin-3-yl)-1-((2-(trimethylsilyl)ethoxy)methyl)-4,6-dihydropyrrolo[3,4-d]imidazole-5(1H)-carboxylic acid tert-butyl ester C(C)(C)(C)OC(=O)N1CC=2N(C(=NC2C1)C1=NNC2=NC(=CC=C21)Br)COCC[Si](C)(C)C